5-chloro-9-(4-chloro-2-methyl-2H-indazol-5-yl)-7-((2-(trimethylsilyl)ethoxy)methyl)-7H-imidazo[1,2-c]pyrrolo[3,2-e]pyrimidine ClC1=NC2=C(C=3N1C=CN3)C(=CN2COCC[Si](C)(C)C)C2=C(C3=CN(N=C3C=C2)C)Cl